3-(1-methoxycyclopropyl)propiolic acid COC1(CC1)C#CC(=O)O